C(C)OC(=O)C=1OC2=C(C1)C[C@@]1(C(N(C3=NC=CC=C31)COCC[Si](C)(C)C)=O)CC2 (S)-2'-oxo-1'-((2-(trimethylsilyl)ethoxy)methyl)-1',2',6,7-tetrahydro-4H-spiro[benzofuran-5,3'-pyrrolo[2,3-B]pyridine]-2-carboxylic acid ethyl ester